4-(N-(Benzo[c][1,2,5]thiadiazol-4-yl)-2-chloroacetamido)-N-benzyltetrahydro-2H-pyran-4-carboxamide N=1SN=C2C1C=CC=C2N(C(CCl)=O)C2(CCOCC2)C(=O)NCC2=CC=CC=C2